N-((R)-1-(((R)-3-(4-chloro-3-fluorophenoxy)-1-(4,4,5,5-tetramethyl-1,3,2-dioxaborolan-2-yl)propyl)amino)-3-methoxy-1-oxopropan-2-yl)pyrazine-2-carboxamide ClC1=C(C=C(OCC[C@@H](B2OC(C(O2)(C)C)(C)C)NC([C@@H](COC)NC(=O)C2=NC=CN=C2)=O)C=C1)F